methylenebis(aniline) C1=CC(=CC=C1CC2=CC=C(C=C2)N)N